C(C)OC(=O)C1(CC1)NC(=O)C=1SC(=C(C1F)Br)Br 1-{[(4,5-dibromo-3-fluoro-2-thienyl)carbonyl]Amino}cyclopropanecarboxylic acid ethyl ester